trans-3-(3-(2-(2,6-dioxopiperidin-3-yl)-1-oxoisoindolin-4-yl)propoxy)cyclobutane-1-carboxylate O=C1NC(CCC1N1C(C2=CC=CC(=C2C1)CCCO[C@@H]1C[C@H](C1)C(=O)[O-])=O)=O